[Cl-].C[N+]1=C(C=CC=C1)C N-methyl-picolinium chloride